3-amino-N-(2-{4-amino-7-oxa-2-azaspiro[4.5]decan-2-yl}-5,6,7,8-tetrahydroquinolin-6-yl)-5-fluoro-6-methylthieno[2,3-b]pyridine-2-carboxamide NC1=C(SC2=NC(=C(C=C21)F)C)C(=O)NC2CC=1C=CC(=NC1CC2)N2CC1(C(C2)N)COCCC1